2-{1-[2-(4-fluoro-1H-1,3-benzodiazol-2-yl)ethyl]acridin-3-yl}-N-[(3-fluoropyridin-2-yl)methyl]-1,3-oxazole-5-carboxamide FC1=CC=CC=2NC(=NC21)CCC2=CC(=CC1=NC3=CC=CC=C3C=C21)C=2OC(=CN2)C(=O)NCC2=NC=CC=C2F